C(C)(C)(C)OC(=O)N1C(C2=CC=CC(=C2CC1)N(C(CN(C)C)=O)C)C(NC1=CC=C(C=C1)C(=O)OC(C)(C)C)=O 1-((4-(T-Butoxycarbonyl)phenyl)carbamoyl)-5-(2-(dimethylamino)-N-methylacetamido)-3,4-dihydroisoquinoline-2(1H)-carboxylic acid tert-butyl ester